2-(5-(7-azabicyclo[2.2.1]heptan-7-ylmethyl)-3-fluoro-2-methoxyphenyl)-2-((R)-3-((5-(5,6,7,8-tetrahydro-1,8-naphthyridin-2-yl)pentyl)oxy)pyrrolidin-1-yl)acetic acid C12CCC(CC1)N2CC=2C=C(C(=C(C2)C(C(=O)O)N2C[C@@H](CC2)OCCCCCC2=NC=1NCCCC1C=C2)OC)F